CC=1C(=C(C=C(C1)C(F)(F)F)O)C=1C=NC=2C(N1)=NN(C2)[C@H]2COC1(CC2C1)C |r| (R and S)-3-methyl-2-(2-(1-methyl-2-oxabicyclo[3.1.1]heptan-4-yl)-2H-pyrazolo[3,4-b]pyrazin-6-yl)-5-(trifluoromethyl)phenol